n-heptanyl phosphate P(=O)(OCCCCCCC)([O-])[O-]